BrC=1C=C(N[C@H]2[C@@H](CCCC2)O[Si](C)(C)C(C)(C)C)C=C(C1)Cl |r| rac-3-bromo-N-((1R,2R)-2-((tert-butyldimethylsilyl)oxy)cyclohexyl)-5-chloroaniline